C(#N)COC(C(CSSC(C)(C)C)N(C)C(=O)OCC1=CC=C(C=C1)N=[N+]=[N-])=O (((4-azidobenzyloxy)carbonyl)(methyl)amino)-3-(tert-butyldithio)propionic acid (R)-cyanomethyl ester